2-(benzofuran-3-yl)-1-(R)-((3-nitrophenyl)methylsulfonylamino)ethylboronic acid O1C=C(C2=C1C=CC=C2)C[C@H](NS(=O)(=O)CC2=CC(=CC=C2)[N+](=O)[O-])B(O)O